C1(=CC=CC=C1)C=1C2=CC=CC=C2C(=C2CCCC(C12)OCC)C1=CC=CC=C1 9,10-diphenylethyloxy-1,2,3,4-tetrahydroanthracene